di-tert-butyl (2S)-2-({[(2S)-6-{[(2S)-2-amino-3-(5-bromopyridin-2-yl)propanoyl]amino}-1-tert-butoxy-1-oxohexan-2-yl]carbamoyl}amino)pentanedioate N[C@H](C(=O)NCCCC[C@@H](C(=O)OC(C)(C)C)NC(=O)N[C@H](C(=O)OC(C)(C)C)CCC(=O)OC(C)(C)C)CC1=NC=C(C=C1)Br